BrCCCC(=O)OC1=C(C=C(C=C1)OC(CCCBr)=O)C=1SC2=C(N1)C=CC=C2 2-(benzo[d]thiazol-2-yl)-1,4-phenylene bis(4-bromobutyrate)